6-(difluoromethyl)-3-(6-fluoropyrimidin-4-yl)imidazo[1,2-b]Pyridazine FC(C=1C=CC=2N(N1)C(=CN2)C2=NC=NC(=C2)F)F